(E)-1-(4-amino-5-fluoro-2-hydroxy-3-nitrophenyl)-3-(pyridin-4-yl)prop-2-en-1-one NC1=C(C(=C(C=C1F)C(\C=C\C1=CC=NC=C1)=O)O)[N+](=O)[O-]